2-(4-bromo-1-methyl-1H-pyrazol-5-yl)-6-cyclopropoxy-3-fluoro-4-(pyrrolidin-1-yl)benzonitrile BrC=1C=NN(C1C1=C(C#N)C(=CC(=C1F)N1CCCC1)OC1CC1)C